CC1CN(CC(N1)C)C1=C2C(=NC=C1)N(C=C2)CC(=O)NC2=NC=C(C=C2)C2=NC=CN=C2 2-[4-(3,5-dimethylpiperazin-1-yl)pyrrolo[2,3-b]pyridin-1-yl]-N-(5-pyrazin-2-yl-2-pyridyl)acetamide